3-(2-isopropylphenyl)oxetane C(C)(C)C1=C(C=CC=C1)C1COC1